COC=1C=C(C=CC1OC)C=1C(=NN2C1N=C(N=C2NCC2=CC=[N+](C=C2)[O-])C)C 8-(3,4-dimethoxyphenyl)-2,7-dimethyl-N-[(1-oxidopyridin-1-ium-4-yl)methyl]pyrazolo[1,5-a][1,3,5]triazin-4-amine